1,1'-([1,1'-biphenyl]-4,4'-diyl)bis{7-amino-4-hydroxy-3-[(E)-diazenyl]naphthalene-2-sulfonic acid} C1(=CC=C(C=C1)C1=C(C(=C(C2=CC=C(C=C12)N)O)\N=N\[H])S(=O)(=O)O)C1=CC=C(C=C1)C1=C(C(=C(C2=CC=C(C=C12)N)O)\N=N\[H])S(=O)(=O)O